ClC1=C(C=CC=C1C1=C(C(=CC=C1)NC=1C2=C(N=C(N1)C)C=CC=N2)Cl)NC(=O)C2=NN1C([C@H](CCC1)NC(C(=O)OC)(C)C)=C2 methyl 2-[[(4S)-2-[[2-chloro-3-[2-chloro-3-[(2-methylpyrido[3,2-d]pyrimidin-4-yl)amino]phenyl]phenyl]carbamoyl]-4,5,6,7-tetrahydropyrazolo[1,5-a]pyridin-4-yl]amino]-2-methyl-propanoate